ClC1=C(C=2SC3=CC=CC=C3SC2C=C1)NC1=CC2=CC=CC=C2C=C1 2-chloro-N-(naphthalen-2-yl)thianthren-1-amine